barium aluminum boron silicon [Si].[B].[Al].[Ba]